N-(8-(methylamino)-5-((4-(2-oxopyrrolidin-1-yl)phenyl)ethynyl)-2,7-naphthyridin-3-yl)cyclopropanecarboxamide CNC=1N=CC(=C2C=C(N=CC12)NC(=O)C1CC1)C#CC1=CC=C(C=C1)N1C(CCC1)=O